FC(C=1C(=C(C=CC1F)B1OC(C(O1)(C)C)(C)C)OC)F 2-(3-(difluoromethyl)-4-fluoro-2-methoxyphenyl)-4,4,5,5-tetramethyl-1,3,2-dioxaborolane